vinyl-trimethyl-aluminum C(=C)C[Al](C)C